2-((4-((S)-2-(4-chloro-2-fluorophenyl)-2,3-dihydrobenzo[b][1,4]dioxin-5-yl)piperidin-1-yl)methyl)-3-(((S)-oxetan-2-yl)methyl)-3H-imidazo[4,5-b]pyridine-5-carboxylic acid ClC1=CC(=C(C=C1)[C@H]1COC2=C(O1)C=CC=C2C2CCN(CC2)CC2=NC=1C(=NC(=CC1)C(=O)O)N2C[C@H]2OCC2)F